C(=C)C1=CC=C(C=C1)CC(=O)O 2-(4-vinylphenyl)acetic acid